O1C(OCC1)C1CCN(CC1)C=1C=CC=C2C(=NN(C12)C)C1C(NC(CC1)=O)=O 3-(7-(4-(1,3-dioxolan-2-yl)piperidin-1-yl)-1-methyl-1H-indazol-3-yl)piperidine-2,6-dione